ClC=1C=CC(=C(C1)[C@@H]1[C@H](C1)C(=O)NC1=NC=CC(=C1)NCC=1N=C2N(C=C(C=N2)C2CC2)C1)C#N |r| rac-(1S*,2S*)-2-(5-chloro-2-cyanophenyl)-N-(4-(((6-cyclopropylimidazo[1,2-a]pyrimidin-2-yl)methyl)amino)pyridin-2-yl)cyclopropane-1-carboxamide